C(C)(C)(C)OC(=O)N(C1=C(C(=NC(=C1)Cl)OC)/C=C/C(=O)OCC)C(=O)OC(C)(C)C ethyl (E)-3-(4-(bis(tert-butoxycarbonyl)amino)-6-chloro-2-methoxypyridin-3-yl)acrylate